ethyl 3-(3,4-difluoro-2-methoxy-phenyl)-5-(trifluoromethyl)furan-2-carboxylate FC=1C(=C(C=CC1F)C1=C(OC(=C1)C(F)(F)F)C(=O)OCC)OC